FC(C=1N=CNC(C1)=O)F 4-(difluoromethyl)-6-oxopyrimidine